ClC=1C=C(C=CC1)C(C#N)O[Si](C)(C)C 2-(3-chlorophenyl)-2-((trimethylsilyl)oxy)acetonitrile